(2R,4R)-1-(3-chloro-2-fluorobenzyl)-4-((3-fluoro-5-methyl-6-((5-methyl-1H-pyrazol-3-yl)amino)-pyridin-2-yl)methyl)-2-methyl-piperidine-4-carboxylic acid ClC=1C(=C(CN2[C@@H](C[C@@](CC2)(C(=O)O)CC2=NC(=C(C=C2F)C)NC2=NNC(=C2)C)C)C=CC1)F